ClC1=C(N=C(C=2CN3[C@@H](COC21)CN(CC3)C(C=C)=O)N3C(CC(C3)OC)(C)C)C3=C(C=CC=C3O)F 1-((6aR)-4-chloro-3-(2-fluoro-6-hydroxyphenyl)-1-(4-methoxy-2,2-dimethylpyrrolidin-1-yl)-7,8,9,10-tetrahydro-12H-pyrazino[2,1-c]pyrido[3,4-f][1,4]oxazepin-8(6H)-yl)prop-2-en-1-one